OC1=C2C=CC(OC2=CC=C1\C=N\C1=CC=C(C=C1)NS(=O)(=O)CCCCCCCC)(C)C (E)-N-(4-(((5-hydroxy-2,2-dimethyl-2H-chromen-6-yl)methylene)amino)phenyl)octane-1-sulfonamide